N1(C=NC=C1)C=1C=CC(=C(C1)O)C=1SC(=NN1)N(C1C[C@]2(CC[C@@](C1)(N2C)C)C)C 5-(1H-imidazol-1-yl)-2-(5-(methyl((1R,3s,5S)-1,5,8-trimethyl-8-azabicyclo[3.2.1]octan-3-yl)amino)-1,3,4-thiadiazol-2-yl)phenol